((1S,3R)-3-(2-acetyl-4-chloro-3-methoxyphenoxy)cyclopentyl)carbamic acid tert-butyl ester C(C)(C)(C)OC(N[C@@H]1C[C@@H](CC1)OC1=C(C(=C(C=C1)Cl)OC)C(C)=O)=O